7-(5-(5-(3-azabicyclo[3.3.1]nonan-3-yl)-1,3,4-thiadiazol-2-yl)-4-(isopropylamino)pyridin-2-yl)pyrrolo[1,2-b]pyridazine-3-carbonitrile C12CN(CC(CCC1)C2)C2=NN=C(S2)C=2C(=CC(=NC2)C2=CC=C1N2N=CC(=C1)C#N)NC(C)C